tert-butyl 2-(4-(methoxycarbonyl) phenyl)-3-azabicyclo[3.2.0]heptane-3-carboxylate COC(=O)C1=CC=C(C=C1)C1C2CCC2CN1C(=O)OC(C)(C)C